C1(=CC=CC=C1)N1C(=CC2=CC=CC=C12)C(=O)O 1-Phenyl-1H-indole-2-carboxylic acid